F[B-](F)(F)F.F[B-](F)(F)F.C1(CCCCC1)P(C1CCCCC1)C(C)P(C1CCCCC1)C1CCCCC1 bis(dicyclohexylphosphino)ethane bis(tetrafluoroborate)